2-amino-3,4,8-trimethyl-imidazo[4,5-f]quinoxaline-d3 NC1(N(C2(C(=C3N=C(C=NC3=CC2C)C)N1[2H])[2H])C)[2H]